C(C)(=O)OC1=CC(=C2C=NN(C2=C1)C1OCCCC1)C=1N=NN(C1)CC=1N=C2N(C=C(C=C2)CN(CC2CCC2)C(=O)OC(C)(C)C)C1 4-(1-((6-(((tert-butoxycarbonyl)(cyclobutylmethyl)amino)methyl)imidazo[1,2-a]pyridin-2-yl)methyl)-1H-1,2,3-triazol-4-yl)-1-(tetrahydro-2H-pyran-2-yl)-1H-indazol-6-yl acetate